ClC=1C(=C(C(=CC1)C(F)F)C1=CN=CC(=N1)C(=O)NC=1C=NN(C1)[C@@H](C)C1=NC(=C(N=C1)N1C([C@@H]2C[C@@H]2C1)=O)C)F |o1:24| 6-(3-chloro-6-(difluoromethyl)-2-fluorophenyl)-N-(1-((S or R)-1-(6-methyl-5-((1R,5S)-2-oxo-3-azabicyclo[3.1.0]hex-3-yl)pyrazin-2-yl)ethyl)-1H-pyrazol-4-yl)pyrazine-2-carboxamide